1,2,4-trimethyl-3-phenyl-1,4-dihydro-cyclopenta[b]indole CC1C(=C(C=2N(C=3C=CC=CC3C21)C)C2=CC=CC=C2)C